N-(5-(methoxymethyl)-4'-((4-methyl-6-(methylsulfonyl)pyridin-2-yl)amino)-[2,3'-bipyridin]-6'-yl)acetamide COCC=1C=CC(=NC1)C=1C=NC(=CC1NC1=NC(=CC(=C1)C)S(=O)(=O)C)NC(C)=O